amino-boron N[B]